C(C)(C)(C)OC(=O)N1CCC(=CC1)C1=CC(=C(C(=O)NC2=C(C=C(C=C2)C=2CCN(CC2)C(=O)OC(C)(C)C)C(F)(F)F)C=C1)C tert-butyl 4-[4-(4-{1-[(tert-butoxy)carbonyl]-1,2,3,6-tetrahydro pyridin-4-yl}-2-methylbenzamido)-3-(trifluoromethyl)phenyl]-1,2,3,6-tetrahydropyridine-1-carboxylate